4-(5-Bromopentyloxy)-3,5-dimethylbenzonitrile BrCCCCCOC1=C(C=C(C#N)C=C1C)C